C(CC)P(O)(=O)CCCC propylbutyl-phosphinic acid